methylmethanedisulfonate CC(S(=O)(=O)[O-])S(=O)(=O)[O-]